2,3,6-trihydroxy-5-methylpiperidine OC1NC(C(CC1O)C)O